Methyl-N4-methyl-3-nitropyridine-2,4-diamine CC=1C(=C(C(=NC1)N)[N+](=O)[O-])NC